S(=O)(=O)(O)O.CNC(S)=N.CNC(S)=N methyl-isothiourea hemisulfate